2'-((3-bromo-1,2-phenylene)bis(methylene))bis(oxy)bis(tetrahydro-2H-pyran) BrC=1C(=C(C=CC1)COC1OCCCC1)COC1OCCCC1